4-(((1R,4R)-5-(2-(2,6-dioxopiperidin-3-yl)-6-fluoro-1,3-dioxoisoindoline-5-yl)-2,5-diazabicyclo[2.2.1]heptane-2-yl)methyl)piperidine O=C1NC(CCC1N1C(C2=CC(=C(C=C2C1=O)N1[C@H]2CN([C@@H](C1)C2)CC2CCNCC2)F)=O)=O